methyl 3-(2-aminopropyl)-1H-indole-6-carboxylate NC(CC1=CNC2=CC(=CC=C12)C(=O)OC)C